C(#CC)[C@@]1(C[C@H](O)[C@@H](CO)O1)N1C(=O)N=C(N)C=C1 propynyl-deoxycytidine